ClC=1C(=CC(=C(C1)C=1C=C(C=CC1F)CNC(COC)=O)O)C N-[[3-(5-chloro-2-hydroxy-4-methylphenyl)-4-fluorophenyl]methyl]-2-methoxyacetamide